BrC1=C(OC2=C1N=C(N=C2SC)Cl)C[C@H](C)NC(OC(C)(C)C)=O tert-butyl N-[(2S)-1-[7-bromo-2-chloro-4-(methylsulfanyl)furo[3,2-d]pyrimidin-6-yl]propan-2-yl]carbamate